N1C(C2(CC1)C=NC(C1=CC=CC=C12)=O)=O spiro[isoquinoline-4,3'-pyrrolidine]-1,2'-dione